7-bromo-9-iodo-2-morpholino-pyrido[1,2-a]pyrimidin-4-one BrC=1C=C(C=2N(C(C=C(N2)N2CCOCC2)=O)C1)I